C(C)S(=O)(=O)F ethane-1-sulfonyl Fluoride